C(C)(C)N(C(=O)NC=1C=C2C(=CNC2=CC1)C1CCN(CC1)CCCC)C(C)C N,N-diisopropyl-N'-(3-(1-butylpiperidin-4-yl)-1H-indol-5-yl)urea